ClC1=C(C=CC(=C1)Cl)C[C@H](C(=O)N1CC2=CC=C(C=C2C1)C=1C=NN(C1)C1OCCCC1)NC(OC(C)(C)C)=O tert-butyl N-[(2R)-3-(2,4-dichlorophenyl)-1-{5-[1-(oxan-2-yl)-1H-pyrazol-4-yl]-2,3-dihydro-1H-isoindol-2-yl}-1-oxopropan-2-yl]carbamate